[Pd].C(C)(C)(C)P(C1=CC(=CC=C1)OC(C(F)(F)F)(F)F)C(C)(C)C (di-tert-butyl-(3-pentafluoroethoxyphenyl)phosphin) Palladium